N1C[C@H](CCC1)C(=O)NC=1C=CC(=NC1)NC(=O)C=1N=C(SC1)C1=CC=NN1 (S)-N-(5-(piperidine-3-carboxamido)pyridin-2-yl)-2-(1H-pyrazol-5-yl)thiazole-4-carboxamide